OCCNS(=O)(=O)C1=CC=C(C=C1)C1=CC=CC=C1 N-(2-hydroxyethyl)-[1,1'-biphenyl]-4-sulfonamide